NC=1C(=C(C=C2C=C(N=CC12)NC(OC1C2COCC1CN(C2)CC(F)F)=O)C2=C(C1=C(OCCN1)N=C2)C)F 7-(2,2-Difluoroethyl)-3-oxa-7-azabicyclo[3.3.1]nonan-9-yl (8-amino-7-fluoro-6-(8-methyl-2,3-dihydro-1H-pyrido[2,3-b][1,4]oxazin-7-yl)isoquinolin-3-yl)carbamate